Cl.ClC1=C(NC2=C(C(=C(C(=C12)C1CNCCC1)F)F)C(=O)N)C 3-chloro-5,6-difluoro-2-methyl-4-(piperidin-3-yl)-1H-indole-7-carboxamide hydrochloride